(S)-2-(3-fluorobicyclo[1.1.1]pentan-1-yl)-5-(pyrazin-2-yl)-2,5,6,7-tetrahydro-3H-pyrrolo[2,1-c][1,2,4]triazol-3-one FC12CC(C1)(C2)N2N=C1N(C2=O)[C@@H](CC1)C1=NC=CN=C1